(2-amino-1-(5-(hydroxymethyl)thiazol-2-yl)-2-methylpropyl)-3-methyl-5-(5-(trifluoromethyl)pyridin-2-yl)-1H-pyrrole-2-carboxamide NC(C(C=1SC(=CN1)CO)N1C(=C(C=C1C1=NC=C(C=C1)C(F)(F)F)C)C(=O)N)(C)C